BrC1=CC(=C2C=NNC2=C1)C=1N=NN(C1)CC=1N=C2N(C=C(C=C2)CNCC2(CCCCC2)O)C1 1-[[[2-[[4-(6-bromo-1H-indazol-4-yl)triazol-1-yl]methyl]imidazo[1,2-a]pyridin-6-yl]methylamino]methyl]cyclohexanol